C(C)(C)(C)OC(=O)N1C[C@@H](CC1)N(CC)C1=NC(=NC2=C(C(=C(C=C12)C(F)(F)F)Br)F)Cl tert-butyl-(3R)-3-[[7-bromo-2-chloro-8-fluoro-6-(trifluoromethyl)quinazolin-4-yl]-ethyl-amino]pyrrolidine-1-carboxylate